FC1=C(C=C2C=C(N=CC2=C1)NC(OC1[C@@H]2CNC[C@H]12)=O)C1=C(C2=C(OCCN2)N=C1)C (1R,5S,6r)-3-Azabicyclo[3.1.0]hexan-6-yl (7-fluoro-6-(8-methyl-2,3-dihydro-1H-pyrido[2,3-b][1,4]oxazin-7-yl)isoquinolin-3-yl)carbamate